C1(=CC=CC=C1)N1CCC(CC1)C=1N=NC(=C2C1SC=C2)C=2C=C1CCN(CC1=CC2)C(=O)OCC2=CC=CC=C2 benzyl 6-[7-(1-phenyl-4-piperidyl)thieno[2,3-d]pyridazin-4-yl]-3,4-dihydro-1H-isoquinoline-2-carboxylate